Cl.N[C@@H](C)C(=O)N([C@@H](CC(C)C)C(=O)N1C[C@]2(C[C@H]1C(=O)N)C(NC1=CC=C(C=C12)Cl)=O)C([2H])([2H])[2H] (3R,5'S)-1'-(N-(L-alanyl)-N-methyl-d3-L-leucyl)-5-chloro-2-oxospiro[indoline-3,3'-pyrrolidine]-5'-carboxamide hydrochloride